OCCOCCOCCOCCOCCOCCOCCOCCOCCC1C2=C(NC(O1)=O)N=C(N=C2)SC [2-[2-[2-[2-[2-[2-[2-[2-(2-hydroxyethoxy)ethoxy]ethoxy]ethoxy]ethoxy]ethoxy]ethoxy]ethoxy]ethyl]-7-methylsulfanyl-4H-pyrimido[4,5-d][1,3]oxazin-2-one